N1C(CCCCC1)COC=1C=C2COC(C2=CC1)=O 5-(azepan-2-ylmethoxy)isobenzofuran-1(3H)-one